OC1=C(C=C(C=C1)C=CC(=O)C1=CC=C(C=C1)CC1C(N(C(S1)=O)CC(=O)O)=O)OC 2-[5-[[4-[3-(4-Hydroxy-3-methoxyphenyl)prop-2-enoyl]phenyl]methyl]-2,4-dioxo-1,3-thiazolidin-3-yl]acetic acid